COC(=O)C1=CC(=CC=2C=C(OC21)CN2C(C=1C=NC=CC1C2)=O)F.CC2=CC1=C(C3=CC(=C(C=C3C(=C1C=C2C)C2=CC=CC1=CC=CC=C21)C)C)C2=CC=CC1=CC=CC=C21 2,3,6,7-tetramethyl-9,10-di(1-naphthyl)anthracene Methyl-5-fluoro-2-((3-oxo-1,3-dihydro-2H-pyrrolo[3,4-c]pyridin-2-yl)methyl)benzofuran-7-carboxylate